C(#N)C=1C=C(C=CC1OCC(C)C)C=1SC(=C(N1)C)C(=O)N/N=C/C1=CC(=C(C=C1)OC)O (E)-2-(3-Cyano-4-isobutoxyphenyl)-N'-(3-hydroxy-4-methoxybenzylidene)-4-methylthiazole-5-carbohydrazide